CC(=CC(=O)O)C dimethylacrylic acid